FC(OC1=C(C=C(C=C1)N1N=C(C(=C1)C(=O)OCC)C)B1OC(C(O1)(C)C)(C)C)F ethyl 1-[4-(difluoromethoxy)-3-(4,4,5,5-tetramethyl-1,3,2-dioxaborolan-2-yl) phenyl]-3-methyl-pyrazole-4-carboxylate